neodymium sodium sulfate S(=O)(=O)([O-])[O-].[Na+].[Nd+3].S(=O)(=O)([O-])[O-]